4-(phenylamino)benzoic acid C1(=CC=CC=C1)NC1=CC=C(C(=O)O)C=C1